C1(CC1)S(=O)(=O)N1CCN(CC1)CC1=C(C=C(C=C1)[N+](=O)[O-])C(F)(F)F 1-(cyclopropylsulfonyl)-4-(4-nitro-2-(trifluoromethyl)benzyl)piperazine